6-(2-methoxy-6,7-dihydrothiazolo[5,4-c]pyridin-5(4H)-yl)-4,5-dimethylpyridazine COC=1SC=2CN(CCC2N1)C1=C(C(=CN=N1)C)C